C=CCC(CC=C)O hept-1,6-dien-4-ol